1-[(1S,4S)-5-[4-[5-chloro-2-fluoro-4-[[(3S)-tetrahydrofuran-3-yl]methoxy]anilino]pyrido[3,2-d]pyrimidin-6-yl]-2,5-diazabicyclo[2.2.1]heptan-2-yl]prop-2-en-1-one ClC=1C(=CC(=C(NC=2C3=C(N=CN2)C=CC(=N3)N3[C@@H]2CN([C@H](C3)C2)C(C=C)=O)C1)F)OC[C@@H]1COCC1